COC(=O)C1=CC(=NN1COCC[Si](C)(C)C)Br 3-bromo-1-((2-(trimethylsilyl)ethoxy)methyl)-1H-pyrazole-5-carboxylic acid methyl ester